(1r,2s)-2-hydroxyindan OC1CC2=CC=CC=C2C1